phenyl pelargonate C(CCCCCCCC)(=O)OC1=CC=CC=C1